C(C)(=O)N1[C@H]([C@H](CCC1)NS(=O)(=O)C(C)C)CO[C@@H]1CC[C@@H](CC1)C(C)C N-(cis-1-acetyl-2-(((cis-4-isopropylcyclohexyl)oxy)methyl)-piperidin-3-yl)propane-2-sulfonamide